BrC1=C(C(=O)OC)C=C(C=C1C)NC1=NC=C(C(=N1)NC1CCCC1)Cl methyl 2-bromo-5-[[5-chloro-4-(cyclopentylamino) pyrimidin-2-yl]amino]-3-methyl-benzoate